C(C)C([C@@H](C(=O)O)NC(=O)OCC1C2=CC=CC=C2C=2C=CC=CC12)CC (2S)-3-ethyl-2-(9H-fluoren-9-ylmethoxycarbonylamino)pentanoic acid